C(C)(C)OC=1C(N(C2=CC=CC=C2N1)C)=O 3-isopropoxy-1-methylquinoxaline-2(1H)-one